ethyl (S)-4-(4-fluoro-6-methoxy-5-(4,4,5,5-tetramethyl-1,3,2-dioxaborolan-2-yl)benzo[b]thiophen-2-yl)-2-methyl-4-oxobutanoate FC1=C(C(=CC=2SC(=CC21)C(C[C@@H](C(=O)OCC)C)=O)OC)B2OC(C(O2)(C)C)(C)C